(4-carboxyphenyl)palladium C(=O)(O)C1=CC=C(C=C1)[Pd]